1,1'-bis(diphenylphosphanyl)ferrocene C1(=CC=CC=C1)P([C-]1C=CC=C1)C1=CC=CC=C1.[C-]1(C=CC=C1)P(C1=CC=CC=C1)C1=CC=CC=C1.[Fe+2]